C[C@]12CC[C@H]3[C@H]([C@@H]1C[C@H]([C@H]2O)O)CCC4=C3C=CC(=C4)O[C@H]5[C@@H]([C@H]([C@@H]([C@H](O5)C(=O)[O-])O)O)O The molecule is a steroid glucuronide anion that is the conjugate base of 17-epiestriol 3-O-(beta-D-glucuronide) arising from deprotonation of the carboxylic acid function; major species at pH 7.3. It is a beta-D-glucosiduronate, a steroid glucosiduronic acid anion and a monocarboxylic acid anion. It is a conjugate base of a 17-epiestriol 3-O-(beta-D-glucuronide).